NC1=C(C=CC=C1)N1C(C2=CC=CC=C2C1=O)=O 2-(2-amino-phenyl)-isoindole-1,3-dione